C(C)(=O)SC1=C(C(=C(C=C1)Cl)F)Br S-(2-bromo-4-chloro-3-fluorophenyl) thioacetate